C1(CCCCC1)COC1=C(C=CC(=C1)B1OC(C(O1)(C)C)(C)C)NS(=O)(=O)CC N-(2-(cyclohexylmethoxy)-4-(4,4,5,5-tetramethyl-1,3,2-dioxaborolan-2-yl)phenyl)ethanesulfonamide